CN(C)CC1(CC1)NC(C(C)(C=1C=C(C=CC1)C)F)=O N-(1-((dimethylamino)methyl)cyclopropyl)-2-fluoro-2-(m-tolyl)propanamide